N-(6-(5-chloro-7-(dimethylamino)-6-fluoro-1H-indazol-4-yl)imidazo[1,2-b]pyridazin-2-yl)-2-fluorocyclopropane-1-carboxamide ClC=1C(=C2C=NNC2=C(C1F)N(C)C)C=1C=CC=2N(N1)C=C(N2)NC(=O)C2C(C2)F